FC(S(=O)(=O)[O-])(F)F.C1(=CC=CC=C1)[SH2+] phenylsulfonium perfluoromethanesulfonate